(2S,6R)-2-(hydroxymethyl)-6-methylmorpholine-4-carboxylic acid tert-butyl ester C(C)(C)(C)OC(=O)N1C[C@H](O[C@@H](C1)C)CO